3-(5-(1-((1-(3-((4-((5-chloropyrimidin-2-yl)amino)piperidin-1-yl)sulfonyl)phenyl)-piperidin-4-yl)methyl)piperidin-4-yl)-6-fluoro-1-oxoisoindolin-2-yl)piperidine-2,6-dione ClC=1C=NC(=NC1)NC1CCN(CC1)S(=O)(=O)C=1C=C(C=CC1)N1CCC(CC1)CN1CCC(CC1)C=1C=C2CN(C(C2=CC1F)=O)C1C(NC(CC1)=O)=O